(3R,4R)-4-((6-bromo-5-fluoro-7-isopropylpyrrolo[2,1-f][1,2,4]triazin-2-yl)amino)-1-(methylsulfonyl)piperidin-3-ol BrC=1C(=C2C=NC(=NN2C1C(C)C)N[C@H]1[C@@H](CN(CC1)S(=O)(=O)C)O)F